C(#N)C=1C(=CC=C2C(=CN(C12)C(=O)OCCCC)B1OC(C(O1)(C)C)(C)C)C butyl 7-cyano-6-methyl-3-(4,4,5,5-tetramethyl-1,3,2-dioxaborolan-2-yl)indole-1-carboxylate